6-(1-((1,2-dimethyl-1H-imidazol-5-yl)sulfonyl)piperidin-4-yl)-7-methyl-[1,2,4]triazolo[1,5-a]pyridine CN1C(=NC=C1S(=O)(=O)N1CCC(CC1)C=1C(=CC=2N(C1)N=CN2)C)C